Cl.N=1N2C(=CC1C=1C=C(C(=NC1)N)O[C@H](C)C1=NC=CC=C1)[C@]1(CC2)CNCC1 |&1:22| (rac)-5-[5',6'-dihydrospiro[pyrrolidine-3,4'-pyrrolo[1,2-b]pyrazol]-2'-yl]-3-[(1R)-1-(pyridin-2-yl)ethoxy]pyridin-2-amine-hydrochloride salt